C(C)N[Si](C)(C)NCC Bis(ethylamino)dimethylsilane